3-fluoro-4-(3-(2-(2-aminoacetyl)-1,2,3,4-tetrahydroisoquinolin-7-yl)-6-oxo-1H-pyrazolo[4,3-c]pyridazin-5(6H)-yl)-5-methylbenzonitrile FC=1C=C(C#N)C=C(C1N1N=C2C(=CC1=O)NN=C2C2=CC=C1CCN(CC1=C2)C(CN)=O)C